FC1=C(C=CC=C1F)[C@@H]1N(OCC1)C1=CC(=NC=N1)NC=1C(=CC(=C(C1)NC(C=C)=O)N1CCC(CC1)N1CCN(CC1)C)OC N-(5-((6-((R)-3-(2,3-difluorophenyl)isoxazolidine-2-yl)pyrimidine-4-yl)amino)-4-methoxy-2-(4-(4-methylpiperazine-1-yl)piperidine-1-yl)phenyl)acrylamide